FC=1C(NC(N([C@H]2C[C@H](O)[C@@H](CO)O2)C1)=O)=O 5-Fluorodeoxyuridine